C(C1=CC=CC=C1)OC1=C2C(CNC2=CC=C1)CCN(C(C)C)C(C)C 2-[4-(benzyloxy)-2,3-dihydro-1H-indol-3-yl]ethyldiisopropylamine